C=C1C(C(OC1=O)CCCCCCCC)C(=O)O 4-methylene-2-octyl-5-oxotetrahydrofuran-3-carboxylic acid